FC(C1=CC2=C(SC(=C2)C(N[C@H](C(=O)N2[C@@H](CCCC2)C(=O)N2CC3=CC=CC=C3C2)C(C)(C)C)=O)C=C1)(F)P(O)(O)=O (difluoro(2-(((S)-1-((S)-2-(isoindoline-2-carbonyl)piperidin-1-yl)-3,3-dimethyl-1-oxobutan-2-yl)carbamoyl)benzo[b]thiophen-5-yl)methyl)phosphonic acid